C(C)(=O)OC=1C(=C(C=CC1N(C)C)C=C1C(=O)NC1=O)OC(C)=O diacetoxy-2-(4-dimethylaminophenylmethylene)malonimide